FC(C1=CC=2N(C=N1)N=C(N2)S)(F)F 7-(trifluoromethyl)-[1,2,4]triazolo[1,5-c]pyrimidine-2-thiol